NC1=NC2=CC=C(C=C2C=C1C)C(=O)N(CC1=NC=C(C=C1)C(F)(F)F)C[C@H]1[C@@H](COCC1)C 2-amino-3-methyl-N-(((3S,4R)-3-methyltetrahydro-2H-pyran-4-yl)methyl)-N-((5-(trifluoromethyl)-2-pyridinyl)methyl)-6-quinolinecarboxamide